6-(4-(4-fluorophenyl)-1-(1-hydroxybutan-2-yl)-1H-imidazol-5-yl)imidazo[1,2-a]pyridine-3-carbonitrile FC1=CC=C(C=C1)C=1N=CN(C1C=1C=CC=2N(C1)C(=CN2)C#N)C(CO)CC